O=C(CCC(C(=O)N)NC(=O)C1=NNN=C1)C(=O)N 5-oxo-2-(2H-1,2,3-triazole-4-carboxamido)hexanediamide